C(C)(C)(C)N1CC=C(C=C1)NC(CC1=C(C=CC(=C1)OC)O)=O N-tert.-Butyl-4-[[2-(2-hydroxy-5-methoxyphenyl)acetyl]amino]pyridin